C1(CC1)C(C(NC1=CC=CC=C1)=O)NC([O-])=O (1-cyclopropyl-2-oxo-2-(phenylamino)ethyl)carbamate